CC1=NC=C(C=C1)C1(CC1)B1OC(C(O1)(C)C)(C)C 2-methyl-5-(1-(4,4,5,5-tetramethyl-1,3,2-dioxaborolan-2-yl)cyclopropyl)pyridine